[2H][C@@](C(=O)O)(C([2H])([2H])C([2H])([2H])C(=O)N)N L-Glutamine-d5